1-(5-chloropyrimidin-2-yl)-N-methylpiperidin-4-amine ClC=1C=NC(=NC1)N1CCC(CC1)NC